p,α,α-Trimethylbenzyl alcohol CC1=CC=C(C=C1)C(C)(C)O